1-(1Z-octadecenyl)-2-(9Z-pentadecenoyl)-glycero-3-phosphocholine CCCCCCCCCCCCCCCC/C=C\OC[C@H](COP(=O)([O-])OCC[N+](C)(C)C)OC(=O)CCCCCCC/C=C\CCCCC